bis[4-(2-phenyl-2-propyl)phenyl]amine C1(=CC=CC=C1)C(C)(C)C1=CC=C(C=C1)NC1=CC=C(C=C1)C(C)(C)C1=CC=CC=C1